2-{[(2-methylphenyl)[5-(propan-2-yl)pyridin-2-yl]methyl]carbamoyl}cyclopentane CC1=C(C=CC=C1)C(C1=NC=C(C=C1)C(C)C)NC(=O)C1CCCC1